2-Ethynyl-N-(4-(1-methyl-1H-pyrazol-3-yl)phenethyl)thiazole-4-carboxamide C(#C)C=1SC=C(N1)C(=O)NCCC1=CC=C(C=C1)C1=NN(C=C1)C